6-(4-fluorophenyl)-2-[(5-fluoro-2-pyridyl)oxymethyl]imidazo[1,2-a]pyrimidine FC1=CC=C(C=C1)C=1C=NC=2N(C1)C=C(N2)COC2=NC=C(C=C2)F